2-(3-bromo-2-fluorophenyl)-6-((tert-butyldimethylsilyl)oxy)hexanenitrile BrC=1C(=C(C=CC1)C(C#N)CCCCO[Si](C)(C)C(C)(C)C)F